5-(3-(2,2-Difluoroethyl)-2-methyl-3H-imidazo[4,5-b]pyridin-5-yl)-6-fluoro-N-((3R,4S)-3-fluoro-1-(oxetan-3-yl)piperidin-4-yl)pyrrolo[2,1-f][1,2,4]triazin-2-amine FC(CN1C(=NC=2C1=NC(=CC2)C=2C(=CN1N=C(N=CC12)N[C@@H]1[C@@H](CN(CC1)C1COC1)F)F)C)F